n-decyltri(dimethylamino)silane C(CCCCCCCCC)[Si](N(C)C)(N(C)C)N(C)C